C1(CC1)N1C(=NC=2C=NC(=CC21)C2=CC=C(C=C2)N2CC1(C2)CN(C1)C(C)C)C1=CC=C(C=C1)S(=O)(=O)C 1-cyclopropyl-6-(4-(6-isopropyl-2,6-diazaspiro[3.3]heptan-2-yl)phenyl)-2-(4-(methylsulfonyl)phenyl)-1H-imidazo[4,5-c]pyridine